ClC=1C=C(C=CC1F)NC(N(C([2H])([2H])[2H])[C@]1(COCC=2NC(C=3C=C(C(=CC3C21)F)F)=O)[2H])=O (R)-3-(3-chloro-4-fluorophenyl)-1-(8,9-difluoro-6-oxo-1,4,5,6-tetrahydro-2H-pyrano[3,4-c]isoquinolin-1-yl-1-d)-1-(methyl-d3)urea